cerium lanthanum salt [La].[Ce]